NCCCCCCCCCCN 1,10-diaminodecane